ClC1=C(C(=CC=C1)C(F)(F)F)CC(C(=O)O)(F)F 2-chloro-α,α-difluoro-6-(trifluoromethyl)-phenylpropionic acid